C(CCCCCCC)(=O)N[C@@H](CC(=O)[O-])C(=O)[O-] capryloyl-aspartic acid anion